C(C)(C)(C)OC(=O)N1CCC(CC1)N1N=C(C(=C1)Cl)OCC1=C(C=C(C=C1)C#N)F 4-(4-chloro-3-((4-cyano-2-fluorobenzyl)oxy)-1H-pyrazol-1-yl)piperidine-1-carboxylic acid tert-butyl ester